(5-(3-hydroxyoxetan-3-yl)pyridin-3-yl)(4-(4-(trifluoromethyl)phenyl)piperidin-1-yl)methanone OC1(COC1)C=1C=C(C=NC1)C(=O)N1CCC(CC1)C1=CC=C(C=C1)C(F)(F)F